[Si](C)(C)(C(C)(C)C)OC[C@H](C)N (S)-1-((tert-butyldimethylsilyl)oxy)propan-2-amine